3-[[(3S)-1-Methyl-3-pyrrolidinyl]methyl]-1H-indole-4-ol CN1C[C@H](CC1)CC1=CNC=2C=CC=C(C12)O